methyl-dioctadecyl-phosphonium tetrakis(pentafluorophenyl)borate FC1=C(C(=C(C(=C1[B-](C1=C(C(=C(C(=C1F)F)F)F)F)(C1=C(C(=C(C(=C1F)F)F)F)F)C1=C(C(=C(C(=C1F)F)F)F)F)F)F)F)F.C[PH+](CCCCCCCCCCCCCCCCCC)CCCCCCCCCCCCCCCCCC